(S)-4-(3-(3-benzylureido)-2-(dimethylamino)propyl)-2-fluoro-N-methylbenzamide C(C1=CC=CC=C1)NC(NC[C@H](CC1=CC(=C(C(=O)NC)C=C1)F)N(C)C)=O